Br.C(CC)C1NCCC2=CC(=CC=C12)O 1-propyl-1,2,3,4-tetrahydroisoquinolin-6-ol hydrobromide